CC1=CC=C(C=C1)S(=O)(=O)OCC(COC1=CC=C2C(=N1)SC(=N2)\C=C\C#CC2=NC=C(N=C2)NC)O[Si](C)(C)C(C)(C)C (E)-2-((tert-butyldimethylsilyl)oxy)-3-((2-(4-(5-(methylamino)pyrazin-2-yl)but-1-en-3-yn-1-yl)thiazolo[5,4-b]pyridin-5-yl)oxy)propyl 4-methylbenzenesulfonate